Methyl 2-[[4-[6-[[5-(difluoromethyl)pyrazin-2-yl]methoxy]-2-pyridyl]-2,5-difluoro-phenyl]methyl]-3-(2-methoxyethyl)benzimidazole-5-carboxylate FC(C=1N=CC(=NC1)COC1=CC=CC(=N1)C1=CC(=C(C=C1F)CC=1N(C2=C(N1)C=CC(=C2)C(=O)OC)CCOC)F)F